C(#N)C1=C(N(N=C1)C1=C(C=C(C=C1)F)F)NC(C(=O)OC)=O methyl 2-[[4-cyano-2-(2,4-difluorophenyl)pyrazol-3-yl]amino]-2-oxo-acetate